Gallium (III) heptanedioate C(CCCCCC(=O)[O-])(=O)[O-].[Ga+3].C(CCCCCC(=O)[O-])(=O)[O-].C(CCCCCC(=O)[O-])(=O)[O-].[Ga+3]